C(C)(C)(C)N[C@H](CO)C(=O)O t-butyl-D-serine